(1-[3-(trifluoromethyl)phenyl]ethyl)pyridazin-3(2H)-one FC(C=1C=C(C=CC1)C(C)N1N=CC=CC1=O)(F)F